CN(CCC1=CN=C(N1COCC[Si](C)(C)C)N)C 5-(2-(dimethylamino)ethyl)-1-((2-(trimethylsilyl)ethoxy)methyl)-1H-imidazol-2-amine